C(C)(=O)N1C[C@@H]2C([C@@H]2C1)N1N=NC=2C(C1=O)=NN(C2Cl)CC2=C(C=CC=C2)F 3-((1R,5S,6s)-3-acetyl-3-azabicyclo[3.1.0]hexan-6-yl)-7-chloro-6-(2-fluorobenzyl)-3,6-dihydro-4H-pyrazolo[4,3-d][1,2,3]triazin-4-one